C(C1=CC=CC=C1)OC=1C(=C(C(=O)O[C@H]2[C@@H](OC3=CC(=CC(=C3C2)OCC2=CC=CC=C2)OCC2=CC=CC=C2)C2=CC(=C(C(=C2)OCC2=CC=CC=C2)OCC2=CC=CC=C2)OCC2=CC=CC=C2)C=C(C1OCC1=CC=CC=C1)OCC1=CC=CC=C1)F (2S,3R)-5,7-bis(benzyloxy)-2-(3,4,5-tris(benzyloxy)phenyl)chroman-3-yl 3,4,5-tris(benzyloxy)-2-fluorobenzoate